4-[(1R)-1-aminoethyl]-N-(pyridine-4-yl)cyclohexane-1-formamide N[C@H](C)C1CCC(CC1)C(=O)NC1=CC=NC=C1